FC=1C=C(C=CC1)C=1C=NC(=NC1)NC=1C=C(C(=O)NC2=NN=C(N2)C2=CC=CC=C2)C=CC1 3-((5-(3-fluorophenyl)pyrimidin-2-yl)amino)-N-(5-phenyl-4H-1,2,4-triazol-3-yl)benzamide